C(C1=CC=CC=C1)OC1=C(C=CC=C1OCC1=CC=CC=C1)C(C=1C=C(C=CC1)NC(=O)C1=CC(=NN1C=1C=C(CNC(OC(C)(C)C)=O)C=CC1)C(F)(F)F)NCC1CC1 tert-butyl 3-(5-((3-((2,3-bis(benzyloxy)phenyl)((cyclopropylmethyl)amino)methyl) phenyl)carbamoyl)-3-(trifluoromethyl)-1H-pyrazol-1-yl)benzylcarbamate